C(C)OC1=NC=CC=C1C1=CC(=C2C(=N1)C(=NN2C(C)C)C)NCC2=NNC=C2 5-(2-ethoxy-3-pyridinyl)-1-isopropyl-3-methyl-N-(1H-pyrazol-3-ylmethyl)pyrazolo[4,3-b]pyridin-7-amine